[4-(bromomethyl)phenyl]methanamine BrCC1=CC=C(C=C1)CN